1-(1-methylcyclopropyl)piperazine hydrochloride Cl.CC1(CC1)N1CCNCC1